CC=1N=C2N(N=C(C=C2C)C2=C3C=CN=NC3=C(C=C2)C(=O)OC)C1 methyl 5-{2,8-dimethylimidazo[1,2-b]pyridazin-6-yl}cinnoline-8-carboxylate